C1N(CC12CCC2)C2=C1C=CN(C(C1=CN=C2)=O)CC=2N=C1N(C=C(C=C1)CNCC1CC(C1)F)C2 5-{2-azaspiro[3.3]heptan-2-yl}-2-{[6-({[(3-fluorocyclobutyl)methyl]amino}methyl)imidazo[1,2-a]pyridin-2-yl]methyl}-1,2-dihydro-2,7-naphthyridin-1-one